P(=O)(O)(O)C1=CC=C(C=C1)C1=NN=C(N=N1)CCC(=O)O 3-(6-(4-phosphonophenyl)-1,2,4,5-tetrazin-3-yl)propanoic Acid